BrC=1C=C(C=CC1)C=1C=C(N(S(N1)(=O)=O)C)C(=O)OC Methyl 5-(3-bromophenyl)-2-methyl-2H-1,2,6-thiadiazine-3-carboxylate 1,1-dioxide